NC1=NC=2C=CC=CC2C2=C1N=C(N2OC(CCCNC(C(=C)C)=O)C)COCC N-(4-(4-amino-2-(ethoxymethyl)-1H-imidazo[4,5-c]quinolin-1-yloxy)pentyl)methacrylamide